2-((3S,4S)-4-amino-3-methyl-2-oxa-8-azaspiro[4.5]decan-8-yl)-5-(2-bromo-3-chloropyridin-4-yl)-6-methylpyrimidine-4-carboxamide N[C@@H]1[C@@H](OCC12CCN(CC2)C2=NC(=C(C(=N2)C(=O)N)C2=C(C(=NC=C2)Br)Cl)C)C